2-(7-(3-chlorophenyl)-2-(2-hydroxypropan-2-yl)-4-oxofuro[2,3-d]pyridazin-5(4H)-yl)-N-(2,2-difluorobenzo[d][1,3]dioxol-5-yl)-N-methylacetamide ClC=1C=C(C=CC1)C1=NN(C(C2=C1OC(=C2)C(C)(C)O)=O)CC(=O)N(C)C2=CC1=C(OC(O1)(F)F)C=C2